diacetyl oxide chloride [Cl-].C(C)(=O)OC(C)=O